N-[4-fluoro-3-[2-methyl-6-(1-methylpyrazol-4-yl)-1-oxoisoquinolin-4-yl]phenyl]methanesulfonamide FC1=C(C=C(C=C1)NS(=O)(=O)C)C1=CN(C(C2=CC=C(C=C12)C=1C=NN(C1)C)=O)C